5-bromo-8-chloro-[1,2,4]triazolo[4,3-a]pyrazine BrC1=CN=C(C=2N1C=NN2)Cl